(R)-1-((R)-3-amino-1-(4-((6-amino-9H-purin-9-yl)methyl)-6-(4-methoxy-2-(trifluoromethyl)phenyl)pyridin-3-yl)piperidin-3-yl)-2,2-difluoroethan-1-ol N[C@]1(CN(CCC1)C=1C=NC(=CC1CN1C2=NC=NC(=C2N=C1)N)C1=C(C=C(C=C1)OC)C(F)(F)F)[C@H](C(F)F)O